OC(N)(CC)C(=O)O 2-hydroxybutyrine